CC(C(=O)O)(C)C=1C=NC=NC1 2-methyl-2-(pyrimidin-5-yl)propanoic acid